C[C@@H]1CN(C[C@H]1COC1=CC=C(C=C1)[S@@](=O)(=NC)C)CCC=1C=C(C#N)C=CC1 3-{2-[(3S,4S)-3-methyl-4-({4-[(R)-methyl(methylimino)oxo-λ6-sulfanyl]phenoxy}methyl)pyrrolidin-1-yl]ethyl}benzonitrile